copper-zinc oxide aluminum [Al+3].[O-2].[Zn+2].[Cu+2]